ClC=1N=C2C(=C(C(N(C2=CC1)C)=O)C#N)N1CCC2(CC1)N(C1=CC=CC=C1C2)C 6-chloro-1-methyl-4-(1-methyl-spiro[indoline-2,4'-piperidin]-1'-yl)-2-oxo-1,5-naphthyridine-3-carbonitrile